IC1=CC=C(C=C1)C1C(C2CCC(C1)N2CCCOS(=O)(=O)C)C(=O)OC methyl 3-(4-iodophenyl)-8-(3-((methyl sulfonyl) oxy) propyl)-8-azabicyclo[3.2.1]octane-2-carboxylate